FC(C=1C=C(OC=2C=C(C3=C(OCCO3)C2)NC(=O)C2NS(CC2)(=O)=O)C=CC1)(F)F N-(7-(3-(Trifluoromethyl)phenoxy)-2,3-dihydrobenzo[b][1,4]dioxin-5-yl)-isothiazolidine-3-carboxamide 1,1-dioxide